tert-butyl N-[6-cyano-8-(3-fluoro-5-methoxy-2,6-dimethyl-phenyl)-3-methyl-pyrrolo[1,2-a]pyrazin-7-yl]carbamate C(#N)C1=C(C(=C2N1C=C(N=C2)C)C2=C(C(=CC(=C2C)OC)F)C)NC(OC(C)(C)C)=O